(1-(2-(diethylamino)ethyl)-3-(pyridin-2-yl)-1H-pyrazol-4-yl)-[2,4'-bipyridine]-6-carboxamide C(C)N(CCN1N=C(C(=C1)C=1C(=NC(=CC1)C(=O)N)C1=CC=NC=C1)C1=NC=CC=C1)CC